N[C@H]1[C@@H]2N(C[C@H]1CC2)C(=O)C2=CC1=C(N(C(=N1)C=1N(C3=CC(=CC=C3C1)C1=CC(=C(C(=O)N)C(=C1)F)F)CC1CC1)C)C(=C2)OC 4-(2-{5-[(1R,4R,7R)-7-amino-2-azabicyclo[2.2.1]heptane-2-carbonyl]-7-methoxy-1-methyl-1H-1,3-benzodiazol-2-yl}-1-(cyclopropylmethyl)-1H-indol-6-yl)-2,6-difluorobenzamide